C1(CC1)N1C(C(C=2C1=CC=1C(=NN=C(C1C2)C)N[C@H](C)C2=C(C(=CC=C2)C(C(C)(C)O)(F)F)F)(C)OC)=O 1-cyclopropyl-3-methoxy-3,5-dimethyl-8-[[(1R)-1-[3-(1,1-difluoro-2-hydroxy-2-methyl-propyl)-2-fluoro-phenyl]ethyl]amino]pyrrolo[2,3-g]phthalazin-2-one